O[C@@H](CNC(C[C@H]1CN(CCC1)C(=O)OC(C)(C)C)(C)C)C1=NC(=CC=C1)C(F)(F)F tert-butyl (S)-3-(2-(((S)-2-hydroxy-2-(6-(trifluoromethyl)pyridin-2-yl)ethyl)amino)-2-methylpropyl)piperidine-1-carboxylate